P(=O)(O)(O)OC[C@@H]1[C@H](C[C@@H](O1)N1C(=O)NC(=O)C=C1)O 2'-deoxyuridine-5'-monophosphate